(2-(3,6-dihydro-2H-pyran-4-yl)-5-methylthiazol-4-yl)methanol O1CCC(=CC1)C=1SC(=C(N1)CO)C